O1CC(=C(C=C1)CC(=O)O)CC(=O)O.C1(=CC=CC=C1)C(C(=O)NC1=C(N=CS1)C(=O)NCC1=CC=C(C=C1)Cl)CC 5-(2-phenylbutanamido)-N-(4-chlorobenzyl)thiazole-4-carboxamide 2H-pyran-3,4-diyldiacetate